4-((2-(methylsulfonyl)ethyl)(4-(5,6,7,8-tetrahydro-1,8-naphthyridin-2-yl)butyl)amino)-2-((2-(trifluoromethyl)pyrimidin-4-yl)amino)butanoic acid CS(=O)(=O)CCN(CCC(C(=O)O)NC1=NC(=NC=C1)C(F)(F)F)CCCCC1=NC=2NCCCC2C=C1